2-keto-4-(methylthio)butanoic acid O=C(C(=O)O)CCSC